Cl.N1CCC(CC1)C1=CC=C(NC2C(NC(CC2)=O)=O)C=C1 3-[4-(4-piperidinyl)anilino]Piperidine-2,6-dione hydrochloride